NC1=C(N=C2N1C=CC=C2C=2C=C1C=NN(C1=CC2OC)C)C(=O)NCCC 3-Amino-8-(6-methoxy-1-methyl-1H-indazol-5-yl)-N-propylimidazo[1,2-a]pyridine-2-carboxamide